(S)-tert-butyl 4-(2-carbamoyl pyrrolidin-1-yl)-2-chloro-7,8-dihydropyrido[4,3-d]pyrimidine-6(5H)-carbamate C(N)(=O)[C@H]1N(CCC1)C=1C2=C(N=C(N1)Cl)CCN(C2)NC(=O)OC(C)(C)C